1,4-dihydroxyphenylacetic acid OC1(CC=C(C=C1)O)CC(=O)O